4-[4-(6-chloro-5-fluoro-indolin-1-yl)quinazolin-6-yl]-5,6-dihydrocyclopenta[c]pyridin-7-one ClC1=C(C=C2CCN(C2=C1)C1=NC=NC2=CC=C(C=C12)C=1C2=C(C=NC1)C(CC2)=O)F